1-O-hexadecyl-2-O-(9Z-octadecenyl)-sn-glycero-3-phosphocholine C(CCCCCCCCCCCCCCC)OC[C@@H](OC=CCCCCCCCCCCCCCCCC)COP(=O)([O-])OCC[N+](C)(C)C